3-iodo-1-trityl-4,5,6,7-tetrahydro-1H-indazole IC1=NN(C=2CCCCC12)C(C1=CC=CC=C1)(C1=CC=CC=C1)C1=CC=CC=C1